glyceryl ether diacrylate C(C=C)(=O)O.C(C=C)(=O)O.C(C(O)CO)OCC(O)CO